C(C=C)(=O)N1[C@@H](C[C@H](CC1)N1N=NC=2C(=NC=3C(=C(C(=CC3C21)C)C2=C(C(=CC=C2)Cl)C)F)N2CC(C2)(C)N(C)C)CC#N ((2S,4S)-1-acryloyl-4-(7-(3-chloro-2-methylphenyl)-4-(3-(dimethylamino)-3-methylazetidin-1-yl)-6-fluoro-8-methyl-1H-[1,2,3]triazolo[4,5-c]quinolin-1-yl)piperidin-2-yl)acetonitrile